2-chloro-N-(5-chloro-6-(2H-1,2,3-triazol-2-yl)pyridin-3-yl)-4-(2-ethynyl-6-fluoropyridin-3-yl)-5-fluorobenzamide ClC1=C(C(=O)NC=2C=NC(=C(C2)Cl)N2N=CC=N2)C=C(C(=C1)C=1C(=NC(=CC1)F)C#C)F